Cl[O-].ClO.[Na+] sodium hypochlorite (hypochlorite)